1-(pyridin-3-ylcarbonyl)pyrrolidine-3-carboxylic acid hydrazide N1=CC(=CC=C1)C(=O)N1CC(CC1)C(=O)NN